methyl 4-bromo-7-iodo-2,3-dihydrobenzofuran-6-carboxylate BrC1=CC(=C(C2=C1CCO2)I)C(=O)OC